N-[(1S)-1-benzyl-1,3-dimethyl-butyl]-8-fluoro-quinoline-3-carboxamide C(C1=CC=CC=C1)[C@@](CC(C)C)(C)NC(=O)C=1C=NC2=C(C=CC=C2C1)F